CN(CC(C1=CC=C(C=C1)O)C1(CCCCC1)O)C 1-[2-(Dimethylamino)-1-(4-hydroxyphenyl)ethyl]-cyclohexanol